(5-(1-(4-chloro-2-fluorophenyl)piperidin-4-yl)-1,3-dimethyl-1H-pyrazol-4-yl)-N4,N4-dimethylbenzene-1,4-disulfonamide ClC1=CC(=C(C=C1)N1CCC(CC1)C1=C(C(=NN1C)C)C1=C(C=CC(=C1)S(=O)(=O)N(C)C)S(=O)(=O)N)F